CC1=CC=CC=2NC(=NC21)C2=NC1=CC=CC=C1N=C2 2-(4-methyl-1H-1,3-benzodiazol-2-yl)quinoxaline